[Pt].[Ru] ruthenium-platinum